N-[(2,4-dimethoxyphenyl)methyl]-4-{1-ethyl-4-[1-(3-methoxypropyl)-3-methyl-1H-pyrazol-5-yl]-1H-imidazol-2-yl}-1-methyl-1H-pyrazolo[4,3-c]pyridine-6-carboxamide COC1=C(C=CC(=C1)OC)CNC(=O)C1=CC2=C(C(=N1)C=1N(C=C(N1)C1=CC(=NN1CCCOC)C)CC)C=NN2C